FC=1C2=C(C=NC1C=C)C=NN2CC(F)(F)F 7-fluoro-1-(2,2,2-trifluoroethyl)-6-vinyl-pyrazolo[4,3-c]pyridine